O(C1=CC=CC=C1)C1=CC=C(C=C1)C1=NN2C(NCC3C2CN(CC3)C(=O)N3N=CN=C3)=C1C(=O)N 2-(4-phenoxyphenyl)-8-(1H-1,2,4-triazole-1-carbonyl)-4,5,5a,6,7,8,9,9a-octahydropyrazolo[1,5-a]pyrido[4,3-e]pyrimidine-3-carboxamide